C(O)NC(N)=O N'-methylolurea